OCC=1C=C(C2=C(OCCO2)C1)N1C(CNCC1)CO 7-(hydroxymethyl)-5-(2-(hydroxymethyl)piperazin-1-yl)-2,3-dihydro-1,4-benzodioxine